N,N-dimethyl-(1S,3S,4R)-3,4-dihydroxycyclohex-1-yl-carboxamide CN(C(=O)[C@@H]1C[C@@H]([C@@H](CC1)O)O)C